5-(N-(2-(4-(4-Acetylbenzoyl)piperazin-1-yl)phenyl)-N-phenethylsulfamoyl)-3-methylbenzofuran C(C)(=O)C1=CC=C(C(=O)N2CCN(CC2)C2=C(C=CC=C2)N(S(=O)(=O)C=2C=CC3=C(C(=CO3)C)C2)CCC2=CC=CC=C2)C=C1